C(C)(C)(C)OC(=O)N1CCN(CC1)C1=NC(=CC2=C1CN(C2=O)C(=O)OC(C)(C)C)N(C)C(C)C tert-butyl 4-(4-(tert-butoxycarbonyl) piperazin-1-yl)-6-(isopropyl (methyl) amino)-1-oxo-1,3-dihydro-2H-pyrrolo[3,4-c]pyridine-2-carboxylate